t-butyl 1-((3aR,5s,6aS)-5-((3-chloro (trifluoromethyl)benzyl)oxy)octahydrocyclopenta[c]pyrrole-2-carbonyl)-1H-pyrazolecarboxylate ClC=1C=C(C(OC2C[C@@H]3[C@@H](CN(C3)C(=O)N3N=C(C=C3)C(=O)OC(C)(C)C)C2)C(F)(F)F)C=CC1